tert-butyl 6'-fluorospiro[azetidine-3,3'-indoline]-1-carboxylate FC1=CC=C2C3(CNC2=C1)CN(C3)C(=O)OC(C)(C)C